N-((1,3,4-oxadiazol-2-yl)methyl)-1-hydroxy-6,6,9-trimethyl-3-pentyl-6a,7,8,10a-tetrahydro-6H-benzo[c]chromene-2-carboxamide O1C(=NN=C1)CNC(=O)C=1C(=C2C3C(C(OC2=CC1CCCCC)(C)C)CCC(=C3)C)O